[2-[2-[tert-butyl-(dimethyl)silyl]oxyethyl]-5-ethyl-pyrazol-3-yl]methanol C(C)(C)(C)[Si](OCCN1N=C(C=C1CO)CC)(C)C